Methyl (3R,5S)-4-(3-(4-(4-ethylpiperazin-1-yl)-3-methylphenyl)-1H-pyrazolo[4,3-d]pyrimidin-5-yl)-3,5-dimethylpiperazine-1-carboxylate C(C)N1CCN(CC1)C1=C(C=C(C=C1)C1=NNC2=C1N=C(N=C2)N2[C@@H](CN(C[C@@H]2C)C(=O)OC)C)C